6-({5-Methyl-3-[6-(trifluoromethyl)pyridin-3-yl]-1,2-oxazol-4-yl}methoxy)-2-(oxetan-4-yl)-1,2,3,4-tetrahydro-2,7-naphthyridine CC1=C(C(=NO1)C=1C=NC(=CC1)C(F)(F)F)COC=1C=C2CCN(CC2=CN1)C1CCO1